diethyl (1-((6-bromo-3-oxo-2,3-dihydro-1H-inden-4-yl)amino)-1-oxopropan-2-yl)phosphonate BrC1=CC(=C2C(CCC2=C1)=O)NC(C(C)P(OCC)(OCC)=O)=O